N2-isopropyl-6-(6-(trifluoromethyl)pyridin-2-yl)-N4-(5-(trifluoromethyl)pyridin-3-yl)-1,3,5-triazine-2,4-diamine C(C)(C)NC1=NC(=NC(=N1)NC=1C=NC=C(C1)C(F)(F)F)C1=NC(=CC=C1)C(F)(F)F